Cyclopropanesulfonic acid {3-[6-amino-8-(6-iodo-indan-5-ylsulfanyl)-purin-9-yl]-propyl}-amide NC1=C2N=C(N(C2=NC=N1)CCCNS(=O)(=O)C1CC1)SC=1C=C2CCCC2=CC1I